BrCC=1C=C(C(=O)O)C=C(N1)CBr 2,6-bis(bromomethyl)isonicotinic acid